C(C(C)(C)C)(=O)OCN1N=NC(=C1C)CO (4-(hydroxymethyl)-5-methyl-1H-1,2,3-triazol-1-yl)methyl pivalate